cis-2-[3-(8-cyano-quinolin-5-yl)-5-methyl-piperidin-1-yl]-N-(1-methyl-piperidin-4-ylmethyl)-acetamide C(#N)C=1C=CC(=C2C=CC=NC12)[C@@H]1CN(C[C@@H](C1)C)CC(=O)NCC1CCN(CC1)C